ethyl 2-methyl-2-(5-(trifluoromethoxy)pyrimidin-2-yl)propanoate CC(C(=O)OCC)(C)C1=NC=C(C=N1)OC(F)(F)F